1-methyl-4-(1-methylimidazole-2-amido)pyrrole-2-formic acid CN1C(=CC(=C1)NC(=O)C=1N(C=CN1)C)C(=O)O